NC1=NNC2=C1C(=NC=C2C2=NN1C(CNCC1)=C2)C2=CC=C(CC=1C(=C(C(=O)N)C=C(C1)F)OC)C=C2 (4-(3-amino-7-(4,5,6,7-tetrahydropyrazolo[1,5-a]pyrazin-2-yl)-1H-pyrazolo[4,3-c]pyridin-4-yl)benzyl)-5-fluoro-2-methoxybenzamide